2-(Propan-2-yl)-6-[3-(trifluoromethyl)phenyl]imidazo[1,2-a]pyrazine CC(C)C=1N=C2N(C=C(N=C2)C2=CC(=CC=C2)C(F)(F)F)C1